BrC(C(=O)OC)C(=O)C1=NC(=CC2=C1C=NN2C)Cl methyl 2-bromo-3-(6-chloro-1-methyl-1H-pyrazolo[4,3-c]pyridin-4-yl)-3-oxopropanoate